8-chloro-7-(2-methoxyethoxy)methoxy-4-oxo-4H-benzopyran-3-boronic acid ClC1=C(C=CC=2C(C(=COC21)B(O)O)=O)OCOCCOC